5-cyclopropyl-1-(2-methoxybenzyl)-N3-methyl-1H-pyrazole-3,5-dicarboxamide C1(CC1)C1(C=C(NN1CC1=C(C=CC=C1)OC)C(=O)NC)C(=O)N